NCC1=NNC(C2=CC=C(C=C12)C=1C=NN(C1C=1C=C2C=CC=CN2C1C#N)C)=O 2-(4-(4-(aminomethyl)-1-oxo-1,2-dihydrophthalazin-6-yl)-1-methyl-1H-pyrazol-5-yl)indolizine-3-carbonitrile